(2R,3S,5R)-5-(4-amino-2-chloro-7H-pyrrolo[2,3-d]pyrimidin-7-yl)-2-ethynyl-2-(hydroxymethyl)tetrahydrofuran-3-ylbenzyl carbonate C(OC(C1=CC=CC=C1)[C@H]1[C@](O[C@H](C1)N1C=CC2=C1N=C(N=C2N)Cl)(CO)C#C)([O-])=O